3-isopropyl-1-methyl-4-oxo-1,4-dihydro-5H-pyrazolo[3,4-d]pyridazin C(C)(C)C1=NN(C=2C=NNC(C21)=O)C